2,6-dideutero-phenol [2H]C1=C(C(=CC=C1)[2H])O